(R)-1-(2-(6-(3-fluoropyrrolidin-1-yl)pyridin-3-yl)thiazolo[4,5-c]pyridin-6-yl)-N-(oxetan-3-yl)piperidin-4-amine F[C@H]1CN(CC1)C1=CC=C(C=N1)C=1SC2=C(C=NC(=C2)N2CCC(CC2)NC2COC2)N1